(1R,2S,5S)-6,6-Dimethyl-3-(7-methyl-1H-indole-2-carbonyl)-N-((S)-1-oxo-3-((S)-2-oxopyrrolidin-3-yl)propan-2-yl)-3-azabicyclo[3.1.0]hexane-2-carboxamide CC1([C@H]2CN([C@@H]([C@@H]12)C(=O)N[C@H](C=O)C[C@H]1C(NCC1)=O)C(=O)C=1NC2=C(C=CC=C2C1)C)C